1-[(1R)-1-(3-chloro-4-pyridyl)ethyl]-3-[(3S)-4,4-difluorotetrahydrofuran-3-yl]-1-methyl-urea ClC=1C=NC=CC1[C@@H](C)N(C(=O)N[C@H]1COCC1(F)F)C